ethylene palmitat C(CCCCCCCCCCCCCCC)(=O)O.C=C